S1C2=C(C(=C1)C1CN(CCC1)C1=CC(=NC(=N1)N)NC)C=CC=C2 6-(3-(benzo[b]thiophen-3-yl)piperidin-1-yl)-N4-methylpyrimidine-2,4-diamine